methyl (S)-2-(((benzyloxy)carbonyl)amino)-4,4-difluorobutanoate C(C1=CC=CC=C1)OC(=O)N[C@H](C(=O)OC)CC(F)F